1-(2-aminopyrimidin-5-yl)-3,4-dibromobutan-1-ol NC1=NC=C(C=N1)C(CC(CBr)Br)O